2-(N-(3-(6,8-dichloro-2-methyl-1,2,3,4-tetrahydroisoquinolin-4-yl)phenyl)sulfamoylamino)ethylphosphonic acid ClC=1C=C2C(CN(CC2=C(C1)Cl)C)C=1C=C(C=CC1)NS(=O)(=O)NCCP(O)(O)=O